N1CC(C1)C1=NC=C(C=C1)C(C)(C)C 2-(azetidin-3-yl)-5-tert-butyl-pyridine